C(CC)[C@@H]1CC(OC1)=O (R)-4-n-propyldihydrofuran-2-one